C(CCC)[Hf](C1(C=CC=C1)CC(=C)C[Si](C)(C)C)(C1(C=CC=C1)CC(=C)C[Si](C)(C)C)CCCC dibutylbis[(2-trimethylsilylmethylallyl)cyclopentadienyl]hafnium